2,4-dichloro-5H-pyrrole ClC1=NCC(=C1)Cl